2-(4-sulfamylphenyl)acetic acid S(N)(=O)(=O)C1=CC=C(C=C1)CC(=O)O